C(C1=CC=CC=C1)OC1=C(C=CC=C1F)C1=CC(=C(C=C1F)F)C[C@]1(C[C@H](CC1)NS(=O)(=O)C)C(=O)N (1R,3S)-1-((2'-(benzyloxy)-3',4,6-trifluoro-[1,1'-biphenyl]-3-yl)methyl)-3-(methylsulfonamido)cyclopentane-1-carboxamide